FC1=C(C(=CC(=C1)C#CC1=CC=CC=C1)F)N 2,6-difluoro-4-phenylethynyl-phenyl-amine